1,3-dicyclohexyl-1H-pyrazole-5-carboxylic acid methyl ester COC(=O)C1=CC(=NN1C1CCCCC1)C1CCCCC1